CN1C(N(C2=C1C=CC(=C2)C(=O)O)C)=O 1,3-dimethyl-2-oxo-1,3-benzodiazole-5-carboxylic acid